FC1=CC(=C(C=C1)O)OC([2H])([2H])[2H] 4-fluoro-2-(trideuteromethoxy)phenol